C(C1=CC=CC=C1)NC1=NC=2N(C=C1)N=CC2N(C)C N5-benzyl-N3,N3-dimethylpyrazolo[1,5-a]pyrimidine-3,5-diamine